NC1=C(C=CC=C1)NC1=NC(=NC=C1C=1SC=CC1)NC1=CC=C(C=C1)N1CCN(CC1)C N4-(2-aminophenyl)-N2-(4-(4-methylpiperazin-1-yl)phenyl)-5-(thiophen-2-yl)pyrimidine-2,4-diamine